CC(=C[Si](C=C(C)C)C=C(C)C)C tris(dimethylvinyl)silicon